3-chloro-4-(2-chlorophenoxy)aniline tert-butyl-(4-((2-azidoacetamido)methyl)benzyl)carbamate C(C)(C)(C)N(C(O)=O)CC1=CC=C(C=C1)CNC(CN=[N+]=[N-])=O.ClC=1C=C(N)C=CC1OC1=C(C=CC=C1)Cl